ClC1=C(C=C(C(=O)N2CCC3(CCN(CC3)CC=O)CC2)C=C1)N1C(NC(CC1)=O)=O 2-(9-(4-chloro-3-(2,4-dioxotetrahydropyrimidin-1(2H)-yl)benzoyl)-3,9-diazaspiro[5.5]undec-3-yl)acetaldehyde